tert-butyl rac-(3aS,6aS)-1-(6-chloropyridazin-3-yl)-2,3,3a,5,6,6a-hexahydropyrrolo[3,2-b]pyrrole-4-carboxylate ClC1=CC=C(N=N1)N1[C@@H]2[C@H](CC1)N(CC2)C(=O)OC(C)(C)C |r|